CCOC(=O)NCCC[Si](OC)(OC)OC N-(2-ethoxycarbonyl)-3-aminopropyl-trimethoxysilane